methoxymethyldivinyl-silane COC[SiH](C=C)C=C